N-{(6R)-2-[6-(difluoromethyl)-4-(2,4,6-trifluorophenyl)-1,2-benzoxazol-3-yl]-7,7-difluoro-3-oxo-2,5,6,7-tetrahydro-3H-pyrrolo[1,2-c]imidazol-6-yl}methanesulfonamide FC(C1=CC2=C(C(=NO2)N2C(N3C(=C2)C([C@@H](C3)NS(=O)(=O)C)(F)F)=O)C(=C1)C1=C(C=C(C=C1F)F)F)F